BrC=1C(=C(OC2CCN(CC2)CC(=O)OCC)C=CC1)C ethyl 2-[4-(3-bromo-2-methyl-phenoxy)-1-piperidyl]acetate